β-(2-thiazolyl)-DL-alanine S1C(=NC=C1)C[C@H](N)C(=O)O |r|